ClC=1C=C(C=CC1)NC(=O)C1=C(N(C(=C1C)C(C(=O)NC(CO)(C)C)=O)C)C N-(3-chlorophenyl)-5-(2-((1-hydroxy-2-methylpropan-2-yl)amino)-2-oxoacetyl)-1,2,4-trimethyl-1H-pyrrole-3-carboxamide